2,3,4-trihydroxybenzazole OC=1NC2=C(C1O)C(=CC=C2)O